N-(2,3-dihydro-1H-inden-5-yl)-3,4,5-trihydroxybenzamide C1CCC2=CC(=CC=C12)NC(C1=CC(=C(C(=C1)O)O)O)=O